N([C@@H](C(C)C)C(=O)O)N L-valinoamine